NCC1(CC1)COC=1C=NC=C(C1C1=CC(=NN1)NC=1N=CC(=NC1)C#N)OC 5-{[5-(3-{[1-(Aminomethyl)cyclopropyl]methoxy}-5-methoxypyridin-4-yl)-1H-pyrazol-3-yl]amino}pyrazine-2-carbonitrile